tetraiodosulfolane IC1(C(S(=O)(=O)CC1)(I)I)I